CC1=C(C=2N(N=C1N1CC=3C=C(C=NC3CC1)C=1C=NN(C1)CC(F)(F)F)C=NN2)C 6-(7,8-dimethyl-[1,2,4]triazolo[4,3-b]pyridazin-6-yl)-3-[1-(2,2,2-trifluoroethyl)pyrazol-4-yl]-7,8-dihydro-5H-1,6-naphthyridine